C[C@H]1N(CCOC1)C=1N=C2N(C(C1)=O)CC[C@H](N2CC(C2=NC=CC=C2)=O)C(F)(F)F (S)-2-((R)-3-Methyl-morpholin-4-yl)-9-(2-oxo-2-pyridin-2-yl-ethyl)-8-trifluoromethyl-6,7,8,9-tetrahydro-pyrimido[1,2-a]-pyrimidin-4-one